6-(2,4-dimethyl-1,3-thiazol-5-yl)-2-[(1-thieno[3,2-d]pyrimidin-4-ylpiperidin-4-yl)methyl]pyridazin-3-one CC=1SC(=C(N1)C)C=1C=CC(N(N1)CC1CCN(CC1)C=1C2=C(N=CN1)C=CS2)=O